(Sa)-6-(4-Fluoro-1-((4'-fluoro-3'-methoxy-[1,1'-biphenyl]-4-yl)methyl)-1H-indol-7-carboxamido)spiro[3.3]heptan FC1=C2C=CN(C2=C(C=C1)C(=O)NC1CC2(CCC2)C1)CC1=CC=C(C=C1)C1=CC(=C(C=C1)F)OC